((4-(decyloxy)-4-oxobutyl) (2-hydroxyethyl) amino) octanoate C(CCCCCCC)(=O)ON(CCO)CCCC(=O)OCCCCCCCCCC